F\C(=C/C=1C(=C(C=CC1)C1=C(C(=CC=C1)C=O)C)C)\C1=CC(=C(C(=O)OC)C=C1)OC methyl (Z)-4-(1-fluoro-2-(3'-formyl-2,2'-dimethyl-[1,1'-biphenyl]-3-yl) vinyl)-2-methoxybenzoate